2,3,5,6-Tetrafluorophenyl N2-(tert-butoxycarbonyl)-N6-oleoyl-L-lysinate C(C)(C)(C)OC(=O)N[C@@H](CCCCNC(CCCCCCC\C=C/CCCCCCCC)=O)C(=O)OC1=C(C(=CC(=C1F)F)F)F